beta-D-glucose 1-phosphate P(=O)(O)(O)O[C@H]1[C@H](O)[C@@H](O)[C@H](O)[C@H](O1)CO